N1[SiH2]CCCCC1 azasilepane